17-bromo-4,6,8,10,12,14-hexamethylheptadecyl decyloxymethyl ether C(CCCCCCCCC)OCOCCCC(CC(CC(CC(CC(CC(CCCBr)C)C)C)C)C)C